ClC1=C(C(=CC=C1)Cl)C=CC(C)=NOCC1=C(C=CC=C1)C(C(=O)NC)=NOC (2-(3-(2,6-di-chlorophenyl)-1-methyl-allylideneaminooxymethyl)-phenyl)-2-meth-oxyimino-N-methyl-acetamide